(5-chloro-6-(5-methoxypyrazin-2-yl)-1H-indol-2-yl)methanaminium chloride [Cl-].ClC=1C=C2C=C(NC2=CC1C1=NC=C(N=C1)OC)C[NH3+]